COCC(CCCCCCCCCCCCCCCCCC)(C)COC 1-methoxy-2-(methoxymethyl)-2-methyl-eicosane